CN1C(N(C2=C1C=CC(=C2)[N+](=O)[O-])C[C@H]2NC(OC2)=O)=O (R)-4-[(3-methyl-6-nitro-2-oxo-benzimidazol-1-yl)methyl]oxazolidin-2-one